CC=1C=CC=2NC3=CC=C(C=C3C2C1)C 3,6-dimethyl-carbazole